N1N=NC(=C1)C1CCN(CC1)CCCC=1C=NC(=NC1)NC1CC2=CC=CC=C2C1 5-(3-(4-(1H-1,2,3-triazol-4-yl)piperidin-1-yl)propyl)-N-(2,3-dihydro-1H-inden-2-yl)pyrimidin-2-amine